1-(4-fluorophenyl)-5-(4,4,5,5-tetramethyl-1,3,2-dioxaborolan-2-yl)-1H-indazole FC1=CC=C(C=C1)N1N=CC2=CC(=CC=C12)B1OC(C(O1)(C)C)(C)C